n-acrylamidoacetaldehyde dimethyl acetal COC(CNC(=O)C=C)OC